1-(2-benzoylhydrazine-1-carbonyl)-N-(pyridine-3-yl)pyrrolidine-2-formamide C(C1=CC=CC=C1)(=O)NNC(=O)N1C(CCC1)C(=O)NC=1C=NC=CC1